9-[1-[[6-chloro-2-(2-methyltetrazol-5-yl)-3-pyridinyl]amino]ethyl]-4,7-dimethyl-3-(1-methyl-4-piperidinyl)pyrazolo[3,4-c]isoquinolin-5-one ClC1=CC=C(C(=N1)C=1N=NN(N1)C)NC(C)C=1C=2C3=C(N(C(C2C=C(C1)C)=O)C)N(N=C3)C3CCN(CC3)C